OC1=C(C=C(C2=CC=CC=C12)OC(C)C)C1NS(C2=C(C3=C1C=CC=C3)C=CC=C2)(=O)=O (-)-7-(1-hydroxy-4-isopropoxynaphthalen-2-yl)-6,7-dihydrodibenzo[d,f][1,2]thiazepine 5,5-dioxide